CCCCCCCCCCCCCCCCCCCCC(=O)OC[C@H](COP(=O)(O)OC[C@@H](C(=O)O)N)OC(=O)CCCCC/C=C\C/C=C\C/C=C\C/C=C\CCCCC 1-heneicosanoyl-2-(7Z,10Z,13Z,16Z-docosatetraenoyl)-glycero-3-phosphoserine